2-((diphenylmethylene)amino)acetonitrile C1(=CC=CC=C1)C(C1=CC=CC=C1)=NCC#N